tris(tert-pentoxy)silicon C(C)(C)(CC)O[Si](OC(C)(C)CC)OC(C)(C)CC